Methyl 4-(methyl(piperidin-4-yl)carbamoyl)benzoate hydrochloride salt Cl.CN(C(=O)C1=CC=C(C(=O)OC)C=C1)C1CCNCC1